FC=1C=C2C(=C(NC2=C(C1)F)C1=CC=C(C=C1)F)CCNC(=O)OCC1(CC1)C(=O)O 1-[2-[5,7-difluoro-2-(4-fluorophenyl)-1H-indol-3-yl]ethylcarbamoyloxy-methyl]cyclopropanecarboxylic acid